tris(3-pentyl) phosphate P(=O)(OC(CC)CC)(OC(CC)CC)OC(CC)CC